(1S,2R)-N-(4-methyl-3-pyridazin-3-ylphenyl)-2-phenylcyclopropane-1-carboxamide CC1=C(C=C(C=C1)NC(=O)[C@@H]1[C@@H](C1)C1=CC=CC=C1)C=1N=NC=CC1